Palladium oxalate C(C(=O)[O-])(=O)[O-].[Pd+2]